CN(S(=O)(=O)C1=CC=CC=C1)C N,N-dimethyl-phenyl-sulfonamide